bis((9H-fluoren-9-yl)methyl) ((1,1,3,3-tetramethyldisiloxane-1,3-diyl)bis(propane-3,1-diyl))dicarbamate C[Si](O[Si](C)(C)CCCNC(OCC1C2=CC=CC=C2C=2C=CC=CC12)=O)(C)CCCNC(OCC1C2=CC=CC=C2C=2C=CC=CC12)=O